OC(C(=O)O)CCC hydroxypentanoic acid